C(CCC)(SCCC=O)SCCC=O 3'-(butane-1,1-diylbis(sulfanediyl))dipropionaldehyde